O1C(=CC2=C1C=CC=C2)C2=CC=C(C=C2)NC([C@H](CC2=CC=CC1=CC=CC=C21)NC2=CC=C(C(=O)NCCC(=O)OCC)C=C2)=O Ethyl (S)-3-(4-((1-((4-(benzofuran-2-yl)phenyl)amino)-3-(naphthalen-1-yl)-1-oxopropan-2-yl)amino)benzamido)propanoate